The molecule is a member of the class of furans that is furan-2-ol in which the hydrogen at position 5 has been replaced by a undeca-3,5,7-trien-1-yl group. The configuration of the undecatrienyl double bonds is not stated. It has a role as an antifungal agent and a fungal metabolite. CCC/C=C/C=C/C=C/CCC1=CC=C(O1)O